4-(2-chloro-4-((3-(1-(2,2-difluoroethyl)-3-(trifluoromethyl)-1H-pyrazol-4-yl)imidazo[1,2-a]pyrazin-8-yl)amino)benzoyl)-N-((3-hydroxyazetidin-3-yl)methyl)piperazine-1-carboxamide ClC1=C(C(=O)N2CCN(CC2)C(=O)NCC2(CNC2)O)C=CC(=C1)NC=1C=2N(C=CN1)C(=CN2)C=2C(=NN(C2)CC(F)F)C(F)(F)F